OCCCCCCCCCCCCCCOC(=O)C1=CC=C(O1)C(=O)O 5-((14-hydroxytetradecyloxy)carbonyl)furan-2-carboxylic acid